tert-butyl (1-ethylpiperidin-4-yl)carbamate C(C)N1CCC(CC1)NC(OC(C)(C)C)=O